C1C2CC3CC1CC(C2)(C3)N.C1C2CC3CC1CC(C2)(C3)N.OS(=O)(=O)O The molecule is an alkylammonium sulfate salt obtained by combining amantadine and sulfuric acid in a 2:1 ratio. Used as an antiviral and antiparkinson drug. It has a role as an antiparkinson drug, an antiviral drug, a dopaminergic agent, a NMDA receptor antagonist and a non-narcotic analgesic. It contains an adamantan-1-aminium.